5-(3,5-dimethoxyphenyl)pyridin COC=1C=C(C=C(C1)OC)C=1C=CC=NC1